amino-ε-hydroxyaminocaproic acid NC(C(=O)O)CCCCNO